5-(tert-butoxycarbonylamino)valeric acid C(C)(C)(C)OC(=O)NCCCCC(=O)O